ClC=1C=CC=2N=CN=C(C2N1)NC1=CC(=C(C=C1)Cl)OCC1CC1 6-Chloro-N-(4-chloro-3-(cyclopropylmethoxy)phenyl)pyrido[3,2-d]pyrimidin-4-amine